ClCC(CNC(C)=O)O N-(3-chloro-2-hydroxypropyl)acetamide